OC=1C(=C(C=C(C1)O)C1=CC=CC=C1)I 3,5-dihydroxyiodobiphenyl